(±)-6-(6-(3-carbamoylphenyl)-3-((4-(trifluoromethyl)phenyl)thio)-1H-indole-4-carboxamido)spiro[3.3]heptane-2-carboxylic acid C(N)(=O)C=1C=C(C=CC1)C=1C=C(C=2C(=CNC2C1)SC1=CC=C(C=C1)C(F)(F)F)C(=O)NC1CC2(CC(C2)C(=O)O)C1